methyl N-[6-chloro-3-[3-(trifluoromethyl)phenoxy]pyridazine-4-carbonyl]-N-[2-(2,4-dimethylphenyl)-2,2-difluoro-ethyl]carbamate ClC1=CC(=C(N=N1)OC1=CC(=CC=C1)C(F)(F)F)C(=O)N(C(OC)=O)CC(F)(F)C1=C(C=C(C=C1)C)C